FC(C1=NNC=2C(CCCC12)N)(F)F 3-(trifluoromethyl)-4,5,6,7-tetrahydroindazol-7-amine